CC(C)(C)C1=NOC(=C1)N1C(O[C@]2(C1)C[C@@](CCC2)(C)CN2C=NC1=C2C=C(C=C1)C#N)=O 1-({(5S,7S)-3-[3-(1,1-dimethylethyl)-5-isoxazolyl]-7-methyl-2-oxo-1-oxa-3-azaspiro[4.5]dec-7-yl}methyl)-1H-benzimidazole-6-carbonitrile